C(C1=C(C=CC=C1)C1=CNC(C2=CC(=CC=C12)OCC(F)(F)F)=O)([2H])([2H])[2H] 4-(2-(methyl-d3)phenyl)-7-(2,2,2-trifluoroethoxy)isoquinolin-1(2H)-one